BrC1=CC=C(C=C1)I bromo-4-iodobenzene